C(C(=O)O[NH+]1CC2(CCN2C(=O)OC(C)(C)C)C1)(=O)O[NH+]1CC2(CCN2C(=O)OC(C)(C)C)C1 bis(1-tert-butoxycarbonyl-1-aza-6-azoniaspiro[3.3]heptan-6-yl) oxalate